C(C)(C)(C)OC(=O)N1[C@@H](CN([C@@H](C1)C)C1=CC=C2C(C(N(C2=C1)C1=C(C(=CC=C1)Br)C(N)=O)=O)(C)C)C.C(C=C)C1C(=O)NC(C1)=O allyl-succinimide tert-butyl-(2R,5R)-4-(1-(3-bromo-2-carbamoylphenyl)-3,3-dimethyl-2-oxoindolin-6-yl)-2,5-dimethylpiperazine-1-carboxylate